FC(C=1C=NN(C1C=1C=C(C(=O)O)C=C(C1)F)CC)F 3-(4-(difluoromethyl)-1-ethyl-1H-pyrazol-5-yl)-5-fluorobenzoic acid